3-(5-(difluoromethyl)-1,3,4-thiadiazol-2-yl)-N-(1-(fluoromethyl)cyclopropyl)-8-(4-isobutyryl-piperazin-1-yl)imidazo[1,5-a]pyridine-6-sulfonamide FC(C1=NN=C(S1)C1=NC=C2N1C=C(C=C2N2CCN(CC2)C(C(C)C)=O)S(=O)(=O)NC2(CC2)CF)F